BrC=1C=C(NC2(CCC3(C(=CC4=CC=CC=C34)I)CC2)C(=O)OC)C=CC1 methyl (1s,4s)-4-(3-bromoanilino)-2'-iodospiro[cyclohexane-1,1'-indene]-4-carboxylate